N-(cyclopropylmethyl)-3-(2-acrylamidobenzo[d]thiazol-5-yl)benzamide C1(CC1)CNC(C1=CC(=CC=C1)C=1C=CC2=C(N=C(S2)NC(C=C)=O)C1)=O